rel-(S)-(4-(Benzyloxy)-6-((2R*,3S*,4S*,5R*)-3-(3,4-difluoro-2-methoxyphenyl)-4,5-dimethyl-5-(trifluoromethyl)tetrahydrofuran-2-yl)-2-methylpyridin-3-yl)(imino)(methyl)-λ6-sulfanone C(C1=CC=CC=C1)OC1=C(C(=NC(=C1)[C@@H]1O[C@]([C@H]([C@H]1C1=C(C(=C(C=C1)F)F)OC)C)(C(F)(F)F)C)C)[S@@](=O)(C)=N |o1:14,16,17,18,36|